C(C=C)(=O)OCC1CC(CCC1)COC(C=C)=O 1,3-cyclohexanedimethanol diacrylate